NC[C@@H](COC=1C=NC=C(C1C1=CC(=NN1)NC=1N=CC(=NC1)C#N)OC)F 5-[(5-{3-[(2S)-3-amino-2-fluoropropoxy]-5-methoxypyridin-4-yl}-1H-pyrazole-3-yl)amino]pyrazine-2-carbonitrile